FC1=C(CN2C=C(C=C(C2=O)C(NC)=O)C(=O)O)C=CC=C1C 1-(2-fluoro-3-methylbenzyl)-5-(methylcarbamoyl)-6-oxo-1,6-dihydropyridine-3-carboxylic acid